6-methyl-spiro(isochromene-1,1'-isoindoline) CC=1C=C2C=COC3(NCC4=CC=CC=C34)C2=CC1